C(C)(C)C1=CC(=C2C(=N1)CCC2)NC(OCC(Cl)(Cl)Cl)=O 2,2,2-trichloroethyl (2-isopropyl-6,7-dihydro-5H-cyclopenta[b]pyridin-4-yl)carbamate